2-((5-chloro-6-ethylpyrimidin-4-yl)amino)ethanol ClC=1C(=NC=NC1CC)NCCO